FC1=C(C(=CC(=C1)NC1CN(C1)CCCF)F)[C@H]1N([C@@H](CC2=C1NC1=CC=CC=C21)C)C[C@](CO)(C)F (S)-3-((1R,3R)-1-(2,6-difluoro-4-((1-(3-fluoropropyl)azetidin-3-yl)amino)phenyl)-3-methyl-1,3,4,9-tetrahydro-2H-pyrido[3,4-b]indol-2-yl)-2-fluoro-2-methylpropan-1-ol